NCCN[SiH2]CCCN N-(2-aminoethyl)-3-aminopropyl-Aminosilane